(R)-4,9-dimethyl-6,7,8,9-tetrahydro-4H-pyrimido[1,2-a][1,3,5]triazin-2-amine hydrochloride Cl.C[C@@H]1N=C(N=C2N1CCCN2C)N